C1N(CC12CCC2)C2=NC=C(C=N2)NC2CCC(CC2)N N1-(2-(2-azaspiro[3.3]heptan-2-yl)pyrimidin-5-yl)cyclohexane-1,4-diamine